bis{3,4,6-trichloro-2-[(5-methylhexyloxy)carbonyl] phenyl}-Oxalat ClC=1C(=C(C(=CC1Cl)Cl)OC(C(=O)OC1=C(C(=C(C=C1Cl)Cl)Cl)C(=O)OCCCCC(C)C)=O)C(=O)OCCCCC(C)C